4-amino-7-fluoro-N-(6-((4-fluoro-1-methyl-1H-pyrazol-3-yl)ethynyl)-2,3-dihydrobenzofuran-3-yl)-N,1-dimethyl-1H-pyrazolo[4,3-c]quinoline-8-carboxamide NC1=NC=2C=C(C(=CC2C2=C1C=NN2C)C(=O)N(C)C2COC1=C2C=CC(=C1)C#CC1=NN(C=C1F)C)F